5-Bromo-1'-methyl-spiro[indol-3,4'-piperidin]-2-one BrC=1C=C2C(=CC1)NC(C21CCN(CC1)C)=O